C(C)(C)(C)[Si](C)(C)OC1=CC(=CC(=C1)Cl)Cl Tert-butyl-(3,5-dichlorophenoxy)dimethylsilane